ClC1=CC(=C(C=C1C#N)NS(=O)(=O)C=1C=C(C(=O)OC)C=CC1O)N1[C@H](CCCC1)CCCOCOCC[Si](C)(C)C methyl (R)-3-(N-(4-chloro-5-cyano-2-(2-(3-((2-(trimethylsilyl) ethoxy)methoxy) propyl) piperidin-1-yl)phenyl) sulfamoyl)-4-hydroxybenzoate